COC1=C(C=CC(=C1)OC1=CC=C(C=C1)C=1NC2=CC(=CC=C2C1)NC(NC(C)C)=O)C=1NC2=CC(=CC=C2C1)C(=O)NC(C)C 2-(2-methoxy-4-(4-(6-(N-isopropylcarbamoylamino)-1H-indol-2-yl)phenoxy)phenyl)-N-isopropyl-1H-indole-6-carboxamide